NC1=C2C=3C(=C4C(=NC3C=C1)C1=CC3=C(C(N1C4)=O)COC([C@]3(O)CC)=O)C=CO2 (S)-4-amino-9-ethyl-9-hydroxy-12,15-dihydro-13H-pyrano[4,3,2-de]pyrano[3',4':6,7]indolizino[1,2-b]quinoline-10,13(9H)-dione